C(C)OC(CCOCC1=CC=C(C=C1)CO)=O 3-(4-(Hydroxymethyl)benzyloxy)-propionic acid ethyl ester